2-Methyl-L-Proline C[C@@]1(NCCC1)C(=O)O